6-[[5-fluoro-4-(7-fluoro-3-isopropyl-2-methyl-benzimidazol-5-yl)pyrimidin-2-yl]amino]pyridine-3-carbaldehyde FC=1C(=NC(=NC1)NC1=CC=C(C=N1)C=O)C1=CC2=C(N=C(N2C(C)C)C)C(=C1)F